COC1=C(C=CC=C1)C(/C=C/C1=CC=C(OC2CSC=3N2CC=CC3)C=C1)=O (E)-3-(4-(3-(2-methoxyphenyl)-3-oxoprop-1-en-1-yl)phenoxy)-2,3-dihydrothiazolo[3,2-a]pyridin